[1'R,2'S,5'R]-3-(5'-methyl-2'-(methylethyl)cyclohexyloxy)propan-1-ol CC1CCC(C(C1)OCCCO)C(C)C